C(C)(C)(C)OC(NC1=CC=2N(C=C1F)C=NN2)=O.ClC2=CC(=C(C=N2)C#CC2=CN=C(S2)CN2CCOCC2)F 4-((5-((6-chloro-4-fluoropyridin-3-yl)ethynyl)thiazol-2-yl)methyl)morpholine tert-butyl-N-(6-fluoro-[1,2,4]triazolo[4,3-a]pyridin-7-yl)carbamate